(S)-3-(4-(((S)-7-chloro-2,3-dihydrobenzo[b][1,4]dioxin-2-yl)methoxy)phenyl)-4-hexynoic acid ClC=1C=CC2=C(O[C@H](CO2)COC2=CC=C(C=C2)[C@H](CC(=O)O)C#CC)C1